C1(CC1)CN1COC2=C1C=C(C(=C2)C2=C(C=CC(=C2)C=2C1=C(N=NC2)N(C=N1)CC)F)OC 3-(cyclopropylmethyl)-6-(5-(7-ethyl-7H-imidazo[4,5-c]pyridazin-4-yl)-2-fluorophenyl)-5-Methoxybenzo[d]oxazole